difluoro-1,1-ethylene C=C(F)F